C(CCCCCCCCCCC)C(OP(=O)(OC)OC)(C[N+](C)(C)C)CCCCCCCCCCCC dilauryldimethylphosphocholine